((3bR,4aR)-1-(2-(4-(3-chloro-2-methylphenyl)piperazin-1-yl)ethyl)-3b,4,4a,5-tetrahydro-1H-cyclopropa[3,4]cyclopenta[1,2-c]pyrazol-3-yl)(4-hydroxypiperidin-1-yl)methanone ClC=1C(=C(C=CC1)N1CCN(CC1)CCN1N=C(C2=C1C[C@@H]1[C@H]2C1)C(=O)N1CCC(CC1)O)C